2-(2-methoxy-4,6-dimethylpyridin-3-yl)acetonitrile COC1=NC(=CC(=C1CC#N)C)C